2-Cyclopentyl-N-{2,6-dichloro-4-[(5-trifluoromethylpyridin-2-ylamino)-methyl]-phenyl}-acetamide C1(CCCC1)CC(=O)NC1=C(C=C(C=C1Cl)CNC1=NC=C(C=C1)C(F)(F)F)Cl